{6-chloro-5-fluoro-4-[({4-[1-isopropyl-4-(trifluoromethyl)imidazol-2-yl]phenyl}methyl)amino]pyridin-3-yl}methanol ClC1=C(C(=C(C=N1)CO)NCC1=CC=C(C=C1)C=1N(C=C(N1)C(F)(F)F)C(C)C)F